(R)-5-fluorochroman-4-amine FC1=C2[C@@H](CCOC2=CC=C1)N